2-(5-(cyclopropylmethyl)-3-(4-fluoro-3-(4-methylpent-1-yn-1-yl)phenyl)-4-(3-fluoro-4-sulfamoylbenzyl)-1H-pyrazol-1-yl)thiazole-4-carboxylic acid C1(CC1)CC1=C(C(=NN1C=1SC=C(N1)C(=O)O)C1=CC(=C(C=C1)F)C#CCC(C)C)CC1=CC(=C(C=C1)S(N)(=O)=O)F